(1S,2S)-N1-ethyl-N2-methyl-N1-((6-methylpyridin-2-yl)methyl)-N2-(2-methylquinolin-8-yl)cyclohexane-1,2-diamine C(C)N([C@@H]1[C@H](CCCC1)N(C=1C=CC=C2C=CC(=NC12)C)C)CC1=NC(=CC=C1)C